C(C)(C)(C)OC(=O)N(C(OC(C)(C)C)=O)C1=NC=CC(=N1)C1=C(C=2C(NCCC2N1)=O)NC1=C(C(=CC=C1)Cl)C tert-butyl N-(tert-butoxycarbonyl)-N-(4-[3-[(3-chloro-2-methylphenyl)amino]-4-oxo-1H,5H,6H,7H-pyrrolo[3,2-c]pyridin-2-yl]pyrimidin-2-yl)carbamate